5,5'-(1,1,1,3,3,3-hexafluoro-2,2-propanediyl)bis[2-phenyl-1H-isoindole-1,3(2H)-dione] FC(C(C(F)(F)F)(C=1C=C2C(N(C(C2=CC1)=O)C1=CC=CC=C1)=O)C=1C=C2C(N(C(C2=CC1)=O)C1=CC=CC=C1)=O)(F)F